1-(tert-butyl)-N-(2-((4-(2-methyl-1-oxo-1,2,3,4-tetrahydroisoquinolin-7-yl)thiazol-2-yl)amino)-2-oxoethyl)-1H-pyrrole-3-carboxamide C(C)(C)(C)N1C=C(C=C1)C(=O)NCC(=O)NC=1SC=C(N1)C1=CC=C2CCN(C(C2=C1)=O)C